COCCCN1C=[N+](C=C1)CC 1-(3-methoxypropyl)-3-ethylimidazolium